CN([C@H]1[C@@H](CCCC1)N)C trans-N,N-dimethyl-1,2-cyclohexanediamine